5-amino-3-(2-(4-(2,4-difluoro-5-((1-methyl-1H-1,2,4-triazol-3-yl)methoxy)phenyl)piperazin-1-yl)ethyl)-8-(furan-2-yl)thiazolo[5,4-e][1,2,4]triazolo[1,5-c]pyrimidin-2(3H)-one NC1=NC2=C(C=3N1N=C(N3)C=3OC=CC3)SC(N2CCN2CCN(CC2)C2=C(C=C(C(=C2)OCC2=NN(C=N2)C)F)F)=O